tert-butyl-3-(2-(2-(4-(4-((7-(3-(methylsulfonamido)phenyl)pyrrolo[2,1-f][1,2,4]triazin-2-yl)amino)phenyl)piperazin-1-yl)ethoxy)ethoxy)propanate C(C)(C)(C)OC(CCOCCOCCN1CCN(CC1)C1=CC=C(C=C1)NC1=NN2C(C=N1)=CC=C2C2=CC(=CC=C2)NS(=O)(=O)C)=O